ClC=1C=CC2=C(N=C(O2)N2CC3C(C2)CC(C3)NC(=O)C3CS(CC3)(=O)=O)C1 N-[2-(5-chloro-1,3-benzoxazol-2-yl)-3,3a,4,5,6,6a-hexahydro-1H-cyclopenta[c]pyrrol-5-yl]-1,1-dioxo-thiolane-3-carboxamide